(R)-N-(6-methoxy-8-methylisoquinolin-1-yl)-4-(5-methyl-1,3,4-thiadiazol-2-yl)-N-(piperidin-3-yl)benzamide COC=1C=C2C=CN=C(C2=C(C1)C)N(C(C1=CC=C(C=C1)C=1SC(=NN1)C)=O)[C@H]1CNCCC1